C(C)(C)(C)OC(=O)N([C@H](C(=O)N(C)[C@@H](C(=O)O)CC1=CC(=NO1)OC)CC(C)C)C (R)-2-((S)-2-((tert-Butoxycarbonyl)(methyl)amino)-N,4-dimethylpentanamido)-3-(3-methoxyisoxazol-5-yl)propanoic acid